2-(difluoromethoxy)-5-iodophenol FC(OC1=C(C=C(C=C1)I)O)F